C1(CC1)CN1CCN(C2=CC=CC=C12)C(C(C)N1CCCCC1)=O 1-(4-(Cyclopropylmethyl)-3,4-dihydroquinoxaline-1(2H)-yl)-2-(piperidin-1-yl)propan-1-one